C(C)(C)C1=C(OC=2C(=NC(=NC2)N)N)C=C(C(=C1)OC)OC 5-(2-Isopropyl-4,5-dimethoxy-phenoxy)-pyrimidine-2,4-diamine